C1(=CC=CC=C1)C(C)=CC(CC)C1=CC=CC=C1 2,4-diphenyl-4-ethyl-2-butene